5-((2-Amino-3-(((tert-butyldimethylsilyl)oxy)methyl)phenyl)amino)-1,3-dihydro-2H-pyrrolo[2,3-b]pyridin-2-one NC1=C(C=CC=C1CO[Si](C)(C)C(C)(C)C)NC=1C=C2C(=NC1)NC(C2)=O